N-methyl-Boc-β-alanine CN(CCC(=O)O)C(=O)OC(C)(C)C